O[C@H]([C@@H](CC1=CC=CC=C1)C1C(N(C2=CC=C(C=C12)C(=O)N)C)=O)CN(S(=O)(=O)C1=CC=C(C=C1)[N+](=O)[O-])CC(C)C ((2S,3R)-3-hydroxy-4-(N-isobutyl-4-nitrobenzenesulfonamido)-1-phenylbutan-2-yl)-1-methyl-2-oxoindole-5-carboxamide